N2-[6-fluoro-7-(2,3,4,7-tetrahydro-1H-azepin-5-yl)-2,3-dihydrofuro[3,2-b]pyridin-5-yl]-N4-methyl-6-(trifluoromethyl)pyridine-2,4-diamine FC=1C(=C2C(=NC1NC1=NC(=CC(=C1)NC)C(F)(F)F)CCO2)C=2CCCNCC2